BrC=1C=CC(=C(OCCCN2CCCC2)C1)C=1OC2=C(C=CC=C2C(C1)=O)Cl (3R)-1-[3-[5-Bromo-2-(8-chloro-4-oxochromen-2-yl)phenoxy]propyl]pyrrolidin